tert-butyl 3-(8-fluoro-2-((1-formylcyclopropyl)methoxy)-7-(8-((triisopropylsilyl)ethynyl)naphthalen-1-yl)pyrido[4,3-d]pyrimidin-4-yl)-3,8-diazabicyclo[3.2.1]octane-8-carboxylate FC1=C(N=CC2=C1N=C(N=C2N2CC1CCC(C2)N1C(=O)OC(C)(C)C)OCC1(CC1)C=O)C1=CC=CC2=CC=CC(=C12)C#C[Si](C(C)C)(C(C)C)C(C)C